isopropyl ((S)-(((4R,5R)-5-(2-amino-6-oxo-1,6-dihydro-9H-purin-9-yl)-4-((tert-butyldimethylsilyl)oxy)-4,5-dihydrofuran-2-yl)methoxy)(phenoxy)-phosphoryl)-L-alaninate NC=1NC(C=2N=CN(C2N1)[C@H]1[C@@H](C=C(O1)CO[P@](=O)(OC1=CC=CC=C1)N[C@@H](C)C(=O)OC(C)C)O[Si](C)(C)C(C)(C)C)=O